C(C)OC1=C(OC[C@@H]2CN(CCO2)C(=O)OCC)C=CC=C1 ethyl (s)-2-[(o-ethoxyphenoxy)methyl]-4-morpholinecarboxylate